3-Amino-6,8-dibromo-4-(7-fluoro-1H-indazol-4-yl)-5-methoxy-1,7-naphthyridin-2(1H)-one NC=1C(NC2=C(N=C(C(=C2C1C1=C2C=NNC2=C(C=C1)F)OC)Br)Br)=O